ethyl 5-((R)-2-((S)-6,8-dichloro-1-methyl-1,2,3,4-tetrahydroisoquinoline-2-carbonyl)morpholino)imidazo[1,2-a]pyrazine-2-carboxylate ClC=1C=C2CCN([C@H](C2=C(C1)Cl)C)C(=O)[C@@H]1OCCN(C1)C1=CN=CC=2N1C=C(N2)C(=O)OCC